myristoleyl alcohol C(CCCCCCC\C=C/CCCC)O